ClC1=CC=C(C=C1)N1N=C(C=C1C)C(=O)N 1-(4-chlorophenyl)-5-methyl-1H-pyrazole-3-carboxamide